[Cl-].C(CC)[PH+](CCC)CCC tripropyl-phosphonium chloride